CC1OC=2C(=NC=C(C2)[N+](=O)[O-])OC1 2-methyl-7-nitro-2,3-dihydro-[1,4]dioxino[2,3-b]pyridine